tetra(octan-3-yl) 9,9',9'',9'''-((((5-((3-((4-isopropoxy-4-oxobutyl)(methyl)amino)propyl)carbamoyl)isophthaloyl)bis(azanediyl))bis(propane-3,1-diyl))bis(azanetriyl))tetranonanoate C(C)(C)OC(CCCN(CCCNC(=O)C=1C=C(C=C(C(=O)NCCCN(CCCCCCCCC(=O)OC(CC)CCCCC)CCCCCCCCC(=O)OC(CC)CCCCC)C1)C(=O)NCCCN(CCCCCCCCC(=O)OC(CC)CCCCC)CCCCCCCCC(=O)OC(CC)CCCCC)C)=O